ClCOC(=O)NC1[C@@H]2SCC(=C(N2C1=O)C(=O)O)COC (6S)-7-((chloromethoxy)carbonylamino)-3-(methoxymethyl)-8-oxo-5-thia-1-azabicyclo[4.2.0]oct-2-ene-2-carboxylic acid